((trans-3-(3-cyclopropyl-4-(quinoxalin-2-yl)-1H-pyrazol-1-yl)cyclobutyl)ethynyl)-2-(2,6-dioxopiperidin-3-yl)isoindoline-1,3-dione C1(CC1)C1=NN(C=C1C1=NC2=CC=CC=C2N=C1)[C@@H]1C[C@H](C1)C#CC1=C2C(N(C(C2=CC=C1)=O)C1C(NC(CC1)=O)=O)=O